F[C@H]1C2(OCCO2)CCN(C1)C1=NC=CC(=N1)N1CC2=C(C=CC(=C2C=C1)C(C)C)N1CC(C1)CS(=O)(=O)C N-{2-[(6R)-6-fluoro-1,4-dioxa-8-azaspiro[4.5]decan-8-yl]pyrimidin-4-yl}-8-[3-(methanesulfonylmeth-yl)azetidin-1-yl]-5-(propan-2-yl)isoquinolin